(S)-(-)-1-Phenylethylamine C[C@@H](C1=CC=CC=C1)N